6-imino-1,2-dihydropyridazin-3-one N=C1C=CC(NN1)=O